BrC=1C=C2C(=NC=3N(C2=NC1)C=CN3)NC(C)C=3C(=C(C#N)C=CC3)C 3-[1-(7-Bromo-3,4,9,9b-tetraaza-cyclopenta[a]naphthalen-5-ylamino)-ethyl]-2-methyl-benzonitrile